CN(C1=CC(=C(C=C1)OC)NC([C@@H](N)CC1=CC=CC=C1)=O)C=1C(OC2=CC=CC=C2C1)=O (N-methyl-N-(3-L-phenylalanylamino-4-methoxyphenyl)-amino)-coumarin